S(=O)(=O)(CC1=CC(=C(C=C1)O)OC)CC1=CC(=C(C=C1)O)OC 4,4'-[sulfonyl-bis(methylene)]bis(2-methoxyphenol)